ClC=1C=C(C=C(C1)Cl)C1(CC(=NO1)C1=CC(=C(C(=O)NC2CSC2)C=C1)C)C(F)(F)F 4-[5-(3,5-Dichlorophenyl)-5-(trifluoromethyl)-4H-isoxazol-3-yl]-2-methyl-N-(thietan-3-yl)benzamide